4-(3,8-diazabicyclo[3.2.1]-octan-3-yl)-7-(8-chloronaphthalen-1-yl)-6-methoxy-2-((tetrahydro-1H-pyrrolizin-7a(5H)-yl)methoxy)pyrido-[3,2-d]pyrimidine C12CN(CC(CC1)N2)C=2C1=C(N=C(N2)OCC23CCCN3CCC2)C=C(C(=N1)OC)C1=CC=CC2=CC=CC(=C12)Cl